ON=CCP (2-(hydroxyimino)ethyl)phosphine